N-[2-[5,7-difluoro-2-(4-fluorophenyl)-1H-indol-3-yl]ethyl]-2-(2,5-dioxoimidazolidin-4-yl)ethanesulfonamide FC=1C=C2C(=C(NC2=C(C1)F)C1=CC=C(C=C1)F)CCNS(=O)(=O)CCC1NC(NC1=O)=O